2-(3'-(5-(3-(dimethylamino)propionyl)-5,6-dihydro-4H-pyrrolo[3,4-d]oxazol-2-yl)-2,2'-dimethyl-[1,1'-biphenyl]-3-yl)-5-(hydroxymethyl)benzo[d]oxazole-7-carbonitrile CN(CCC(=O)N1CC=2N=C(OC2C1)C=1C(=C(C=CC1)C1=C(C(=CC=C1)C=1OC2=C(N1)C=C(C=C2C#N)CO)C)C)C